COC1=CC=C(\C=C/2\C(N(C(C2)=O)CCCCCCC(=O)[O-])=O)C=C1 (E)-7-(3-(4-methoxybenzylidene)-2,5-dioxopyrrolidinyl)heptanoate